C(C)(=O)N1[C@H](CCC2=CC(=CC=C12)C1=CC=C(C=C1)NC(CC=1N=C2N(C=C(N=C2N2CCOCC2)Cl)C1)=O)C (S)-N-(4-(1-Acetyl-2-methyl-1,2,3,4-tetrahydroquinolin-6-yl)phenyl)-2-(6-chloro-8-morpholinoimidazo[1,2-a]pyrazin-2-yl)acetamide